1-Aminocyclobutanecarboxylic acid hydrochloride Cl.NC1(CCC1)C(=O)O